aminoethyl-fluorine NCCF